1-(4-fluoro-2-isopropylphenyl)-3-(6-methoxy-2-methylpyridin-3-yl)-7-(trifluoromethyl)-2,3-dihydropyrido[2,3-d]pyrimidin-4(1H)-one FC1=CC(=C(C=C1)N1CN(C(C2=C1N=C(C=C2)C(F)(F)F)=O)C=2C(=NC(=CC2)OC)C)C(C)C